C(C=C)(=O)N1C[C@@H]2COC3=C(C(N2CC1)=O)C(=NC(=C3Cl)C3=C(C=CC=C3)F)N3C([C@H](CC3)N(C)C)(C)C (R)-8-acryloyl-4-chloro-1-((S)-3-(dimethylamino)-2,2-dimethylpyrrolidin-1-yl)-3-(2-fluorophenyl)-6,6a,7,8,9,10-hexahydro-12H-pyrazino[2,1-c]pyrido[3,4-f][1,4]oxazepin-12-one